FC=1C=C2C(=CNC2=CC1F)NC1=NC2=C(N1C)C(=CC(=C2)C(F)(F)F)F N-(5,6-difluoro-1H-indol-3-yl)-7-fluoro-1-methyl-5-(trifluoromethyl)-1H-benzo[d]imidazol-2-amine